COC1=C(OC2=CC=C(C=C2)C(CC(=O)OC)=O)C=CC=C1 methyl 3-(4-(2-methoxyphenoxy) phenyl)-3-oxopropionate